3-(difluoro-methyl)-N-[4-fluoro-2-(1,1,2,3,3,3-hexafluoropropoxy)phenyl]-1-methyl-1H-pyrazole-4-carboxamide FC(C1=NN(C=C1C(=O)NC1=C(C=C(C=C1)F)OC(C(C(F)(F)F)F)(F)F)C)F